FC1=CC(=CC=2N(C(=NC21)C)C2CCN(CC2)C)C2=CNC=1N=CN=CC12 5-(4-fluoro-2-methyl-1-(1-methylpiperidin-4-yl)-1H-benzo[d]imidazol-6-yl)-7H-pyrrolo[2,3-d]pyrimidine